2-[1-(6-methyl-4-oxo-2-pyrazolo[4,3-b]pyridin-1-yl-chromen-8-yl)ethylamino]benzoic acid CC=1C=C2C(C=C(OC2=C(C1)C(C)NC1=C(C(=O)O)C=CC=C1)N1N=CC2=NC=CC=C21)=O